Tert-Butyl 6-(((R)-3-aminochroman-7-yl)oxy)-2-azaspiro[3.4]octane-2-carboxylate N[C@H]1COC2=CC(=CC=C2C1)OC1CC2(CN(C2)C(=O)OC(C)(C)C)CC1